CN1C(=NC=C1)C(=O)C1=CC=C(C=C1)NC(C(=O)N)=O N2-(4-(1-methyl-1H-imidazole-2-carbonyl)phenyl)oxalamide